O[C@@H]1CN(C[C@@H]1O)CC(=O)N(CCCCCCCC(=O)OC(CCCCCCCC)CCCCCCCC)CCOC(CCCCCCCCCCCCC)=O.C(C)C(OC(\N=C\1/SC=C(N1CC1=CC=CC=C1)C(C)C)=O)C (Z)-ethyl-(3-benzyl-4-isopropylthiazol-2(3H)-ylidene)urethane 2-(2-(cis-3,4-dihydroxypyrrolidin-1-yl)-N-(8-(heptadecan-9-yloxy)-8-oxooctyl)acetamido)ethyl-tetradecanoate